C[C@@H](C(=O)OC[C@H]1C([C@@H]1C=C(C)C)(C)C)CC (1R,3R)-[2,2-dimethyl-3-(2-methylprop-1-enyl)cyclopropyl]methyl (R)-2-methylbutanoate